O=C(C(=O)Cl)CCC(=O)Cl ketoglutaric acid chloride